C(C)(C)(C)OC(N(C)CC1=CN(C(=C1)C1=C(C=CC=C1)F)S(=O)(=O)C1=CC(=CC=C1)C#CC(C)C)=O tert-butyl((5-(2-fluorophenyl)-1-((3-(3-methylbut-1-yn-1-yl)phenyl)sulfonyl)-1H-pyrrole-3-yl)methyl)(methyl)carbamate